FC1=CC=CC2=C1SC=C2C#N 7-fluoroBenzo[b]thiophene-3-carbonitrile